NC1=NC(=CC(=N1)N1CCC2(C[C@H](NC2)C(=O)O)CC1)O[C@@H](C(F)(F)F)C1=CC=C(C=C1)C=1C=C2C=CN=CC2=CC1 (S)-8-(2-amino-6-((R)-2,2,2-trifluoro-1-(4-(isoquinolin-6-yl)phenyl)ethoxy)pyrimidin-4-yl)-2,8-diazaspiro[4.5]decane-3-carboxylic acid